6-((5-Chloro-4-((2-(dimethylphosphoryl)phenyl)amino)pyrimidin-2-yl)amino)-3,4-dihydroisoquinolin ClC=1C(=NC(=NC1)NC=1C=C2CCN=CC2=CC1)NC1=C(C=CC=C1)P(=O)(C)C